1'H-spiro[cyclohexane-1,3'-furo[3,4-c]pyridin]-4-one C1OC2(C=3C=NC=CC31)CCC(CC2)=O